methyl 6-chloro-2,3-dihydro-1H-pyrrolizine-5-carboxylate ClC1=C(N2CCCC2=C1)C(=O)OC